3-methyldodec-5-en-1-ol CC(CCO)CC=CCCCCCC